ClC1=C(C(=CC=C1)Cl)N1N=C(C(=C1)NC1=CC=C(C=C1)C(=O)N1CCN(CC1)CC(F)F)C(=O)N 1-(2,6-dichlorophenyl)-4-((4-(4-(2,2-difluoroethyl)piperazine-1-carbonyl)phenyl)amino)-1H-pyrazole-3-carboxamide